BrC=1C=CC(=C(C1)[C@@]1([C@@H](C1)C(=O)O)C(F)(F)F)C(=O)OC(C)(C)C trans-2-(5-bromo-2-(tert-butoxycarbonyl)phenyl)-2-(trifluoromethyl)cyclopropanecarboxylic acid